C(C1=CC=CC=C1)NC=1C2=C(N=C(N1)Cl)N(CCC2)C(=O)OC(C)(C)C tert-butyl 4-(benzylamino)-2-chloro-6,7-dihydropyrido[2,3-d]pyrimidine-8(5H)-carboxylate